C(CC)OCCC[Si](OC)(OC)OC 3-propoxypropyltrimethoxysilane